BrC=1C=C2C=NN(C2=CC1)COCC[Si](C)(C)C 2-[(5-bromoindazol-1-yl)methoxy]ethyl-trimethyl-silane